5-(dimethoxymethyl)-N-(4-((4-isopentylpiperazin-1-yl)sulfonyl)phenyl)-2-(N-methylmethyl-sulfonamido)benzamide COC(C=1C=CC(=C(C(=O)NC2=CC=C(C=C2)S(=O)(=O)N2CCN(CC2)CCC(C)C)C1)N(S(=O)(=O)C)C)OC